(2R,6S)-4-(4-(4-chloro-2-fluorophenyl)-6,7-dimethylpteridin-2-yl)-2-(1-cyclopropyl-1H-pyrazol-4-yl)-6-methylmorpholine ClC1=CC(=C(C=C1)C1=NC(=NC2=NC(=C(N=C12)C)C)N1C[C@H](O[C@H](C1)C)C=1C=NN(C1)C1CC1)F